FC1(CC(C1)CNCC1=CC(=NC(=C1)C)N1C(C2=CC(=CC=C2C1)C1=C(C=C(C=C1)F)C1=NN=CN1C)=O)F 2-(4-((((3,3-Difluorocyclobutyl)methyl)amino)methyl)-6-methylpyridin-2-yl)-6-(4-fluoro-2-(4-methyl-4H-1,2,4-triazol-3-yl)phenyl)isoindolin-1-one